5-(5-(difluoromethyl)-1-methyl-1H-pyrazol-3-yl)-3-(1-(pyridin-2-yl)cyclopropyl)-1,2,4-oxadiazole FC(C1=CC(=NN1C)C1=NC(=NO1)C1(CC1)C1=NC=CC=C1)F